8-bromo-6-chloro-3-isopropyl-2-(tetrahydro-2H-pyran-4-yl)quinazolin-4(3H)-one BrC=1C=C(C=C2C(N(C(=NC12)C1CCOCC1)C(C)C)=O)Cl